N-(3-cyano-5-fluorophenyl)-N-((4-(5-(1,1-difluoroethyl)-1,2,4-oxadiazol-3-yl)bicyclo[2.2.2]octan-1-yl)methyl)-3,3-difluorocyclobutane-1-carboxamide C(#N)C=1C=C(C=C(C1)F)N(C(=O)C1CC(C1)(F)F)CC12CCC(CC1)(CC2)C2=NOC(=N2)C(C)(F)F